OCC(C)(C)NC(C(=O)C1=C(C(=C2CCCCN12)C(=O)NC1=NN(C=C1)C)C)=O 3-(2-((1-hydroxy-2-methylpropan-2-yl)amino)-2-oxoacetyl)-2-methyl-N-(1-methyl-1H-pyrazol-3-yl)-5,6,7,8-tetrahydroindolizine-1-carboxamide